C(C)(C)N1CCC(CC1)NC1=C2N=CN(C2=NC(=N1)N1CCN(CC1)C)CCCN1CCCC1 N-(1-isopropylpiperidin-4-yl)-2-(4-methylpiperazin-1-yl)-9-(3-(pyrrolidin-1-yl)propyl)-9H-purin-6-amine